4-(1,6-dimethyl-1H-indazol-7-yl)-7,7-dimethyl-2-(6-(2-propenoyl)-6,10-diazadispiro[2.0.34.33]decan-10-yl)-7,8-dihydro-5H-pyrano[4,3-b]pyridine-3-carbonitrile CN1N=CC2=CC=C(C(=C12)C1=C2C(=NC(=C1C#N)N1CCC3(C14CC4)CN(C3)C(C=C)=O)CC(OC2)(C)C)C